ethyl-(imino)phenyl-λ^6-sulfanone C(C)S(=O)(C1=CC=CC=C1)=N